N(C(=N)N)CCC[C@@H](C(=O)N1CCC(CC1)C(=O)OCC)NS(=O)(=O)C1=C(C=C(C=C1C(C)C)C(C)C)C(C)C (S)-ethyl 1-(5-guanidino-2-(2,4,6-triisopropylphenylsulfonamido)pentanoyl)piperidine-4-carboxylate